C(C)(=O)C1=NC=C(C(=C1)N1C(C(=C(C=C1C)OC([2H])([2H])C1=NC=C(C=C1F)F)Cl)=O)C (P)-2'-acetyl-3-chloro-4-((3,5-difluoropyridin-2-yl)methoxy-d2)-5',6-dimethyl-2H-[1,4'-bipyridin]-2-one